CC(OCC1C=CC=C1)[Zr]C(C)OCC1C=CC=C1 bis(methylcyclopentadienylmethoxymethyl)zirconium